C(N)(OC(CC1=C(C(=C2C(=NC=NN21)N)C=2C=NC1=CC=CC=C1C2)Br)CC=CC(C)(C)C)=O (tert-butyl 1-(4-amino-6-bromo-5-(quinolin-3-yl) pyrrolo[2,1-f][1,2,4]triazin-7-yl) pent-4-en-2-yl) carbamate